ClC1=C(NC=2NSC=3C2C=CC(C3)=NC(C(=O)O)C(C)O)C=CC=C1C1=CC3=C(OCCO3)C=C1 (3-(2-chloro-3-(1,4-benzodioxan-6-yl)anilino)benzisothiazol-6-ylidene)amino-3-hydroxybutyric acid